FC1=C(C=CC=C1)C(=O)N1CCC=2C1=CN=CC2C2=CC(=CC=C2)[N+](=O)[O-] (2-Fluorophenyl)(4-(3-nitrophenyl)-2,3-dihydro-1H-pyrrolo[2,3-c]pyridin-1-yl)methanone